3-(4-(2,5-diazabicyclo[2.2.1]heptan-2-yl)-5,6,7-trifluoro-1-oxoisoindolin-2-yl)piperidine-2,6-dione C12N(CC(NC1)C2)C2=C1CN(C(C1=C(C(=C2F)F)F)=O)C2C(NC(CC2)=O)=O